3-(5-(2-(2H-1,2,3-Triazol-2-yl)acetyl)-2-isopropoxyphenyl)-2-(piperazin-1-ylmethyl)quinazolin-4(3H)-one N=1N(N=CC1)CC(=O)C=1C=CC(=C(C1)N1C(=NC2=CC=CC=C2C1=O)CN1CCNCC1)OC(C)C